FC=1C(=NC(=NC1)NC1=C(C=C(C(=C1)[N+](=O)[O-])N1CCOCC1)OC)N1C=C(C(=C1)C)C=O 1-(5-fluoro-2-(2-methoxy-4-morpholino-5-nitrophenylamino)pyrimidin-4-yl)-4-methyl-1H-pyrrole-3-carbaldehyde